tert-butyl 4-[(3R)-3-methylpiperidin-1-yl]azepane-1-carboxylate C[C@H]1CN(CCC1)C1CCN(CCC1)C(=O)OC(C)(C)C